BrC=1C=CC=C2C(=NN(C12)C)N1C(NC(CC1)=O)=O 1-(7-bromo-1-methyl-indazol-3-yl)hexahydropyrimidine-2,4-dione